N-((6S,7S)-6-([1,1'-biphenyl]-3-ylmethyl)-5-((S)-3,3,3-trifluoro-2-hydroxypropanoyl)-5-azaspiro[2.4]heptan-7-yl)ethanesulfonamide C1(=CC(=CC=C1)C[C@@H]1N(CC2(CC2)[C@@H]1NS(=O)(=O)CC)C([C@@H](C(F)(F)F)O)=O)C1=CC=CC=C1